O=C\1NC2=CC=CC=C2/C1=C\1/C=2C(OC1=O)=CC\1=C(OC(/C1=C\1/C(NC3=CC=CC=C13)=O)=O)C2 (3E,7E)-3,7-bis(2-oxoindolin-3-ylidene)-benzo[1,2-b:4,5-b']difuran-2,6(3H,7H)-dione